FC(C1=CC=C2C(=CC=NC2=C1)NC1=C(C=C(C=C1)S(=O)(=O)C)OC)F 7-(difluoro-methyl)-N-(2-methoxy-4-(methyl-sulfonyl)-phenyl)quinolin-4-amine